ethyl 6-chloro-1-(4-fluorophenyl)-2-oxo-1,2-dihydropyridine-3-carboxylate ClC1=CC=C(C(N1C1=CC=C(C=C1)F)=O)C(=O)OCC